NC1=NC=2NCC(NC2C(N1)=O)=O 2-amino-3,5,7,8-tetrahydro-4,6-pteridinedione